ClC1=NC=C(C(=N1)N1CC(C2=NC(=CC=C21)C)(C)C)C(=O)OC(C)C Isopropyl 2-chloro-4-(3,3,5-trimethyl-2,3-dihydro-1H-pyrrolo[3,2-b]pyridin-1-yl)pyrimidine-5-carboxylate